(Z)-5-(bromomethyl)-3-(2-(2,2-dimethyl-5-oxo-1,3-dioxolan-4-yl)ethyl)-1-methylimidazole BrCC1=CN(CN1C)CCC1OC(OC1=O)(C)C